N-(3-(2-aminoacetamido)propyl)-4-((3-(1-(cyanomethyl)-3-(trifluoromethyl)-1H-pyrazol-4-yl)imidazo[1,2-a]pyrazin-8-yl)amino)-2-ethylbenzamide formate C(=O)O.NCC(=O)NCCCNC(C1=C(C=C(C=C1)NC=1C=2N(C=CN1)C(=CN2)C=2C(=NN(C2)CC#N)C(F)(F)F)CC)=O